C(C)(C)(C)OC(=O)N1CC(C1)CS(=O)C 3-(methylsulfinylmethyl)azetidine-1-carboxylic acid tert-butyl ester